ClC=1C=2N(C=CN1)C(=NN2)NC2=CC=CC=C2 8-chloro-N-phenyl-[1,2,4]triazolo[4,3-a]pyrazin-3-amine